1-(4-(4-amino-7-bromo-3-(3-fluoro-4-((4-methylpyrimidin-2-yl)oxy)phenyl)thieno[3,2-c]pyridin-2-yl)-3,6-dihydropyridin-1(2H)-yl)-2-methylprop-2-en-1-one NC1=NC=C(C2=C1C(=C(S2)C=2CCN(CC2)C(C(=C)C)=O)C2=CC(=C(C=C2)OC2=NC=CC(=N2)C)F)Br